OC1=C(C=CC=C1)C1=NC(=C2N1N=CC=C2)C2=NC=CC=C2O 2-(7-(2-Hydroxyphenyl)imidazo[1,5-b]pyridazin-5-yl)pyridin-3-ol